BrC=1C=CC(=C(C(=O)O)C1)CC(=O)O 5-bromo-2-(carboxymethyl)benzoic acid